dimethyl-aluminum C[Al]C